(R)-octahydrobinaphthol [C@H]1(C(CCC2CCCC=C12)O)C1=CC=CC2=CC=CC=C12